9-Methyl-12-azatricyclo[6.3.1.02,7]dodeca-2,4,6-triene-12-carboxylic acid tert-butyl ester C(C)(C)(C)OC(=O)N1C2C3=CC=CC=C3C1C(CC2)C